SC(C)S 2,2-dimercaptoethan